BrC1=CC(=C2C(=NC=NC2=C1)NC=1C=C2C=CN=NC2=CC1)O[C@@H](CN(C)C)C (R)-N-(7-bromo-5-((1-(dimethylamino)propan-2-yl)oxy)quinazolin-4-yl)cinnolin-6-amine